FC1=CC2=COC=C2C=C1F 5,6-difluoroisobenzofuran